1-hydroxy-N-((2S)-hydroxy-2-(3-(hydroxymethyl)phenyl)ethyl)-2-isopropyl-5-methylcyclohexane-1-carboxamide OC1(C(CCC(C1)C)C(C)C)C(=O)NC[C@H](C1=CC(=CC=C1)CO)O